2-[4-bromo-2-(1,1-difluoro-2-methylpropyl)phenoxy]acetic acid BrC1=CC(=C(OCC(=O)O)C=C1)C(C(C)C)(F)F